C(C)(C)C1=NC=CC(=N1)NC1=NN2C(C=C(C=C2)C=2N(N=CC2O[C@@H]2CN(CC2)C)C)=C1 N-(2-isopropylpyrimidin-4-yl)-5-[2-methyl-4-[(3S)-1-methylpyrrolidin-3-yl]oxy-pyrazol-3-yl]pyrazolo[1,5-a]pyridin-2-amine